3-(5-fluoro-benzofuran-3-yl)-4-(5-methyl-5H-[1,3]dioxolo[4,5-f]indol-7-yl)pyrrole-2,5-dione FC=1C=CC2=C(C(=CO2)C=2C(NC(C2C2=CN(C=3C=C4C(=CC23)OCO4)C)=O)=O)C1